F[B-](F)(F)F.C[N+]1(CCCC1)CCOC N-methyl-N-methoxyethyl-pyrrolidinium tetrafluoroborate